C1(=CC=CC=C1)N(N=CC=1C2=CC=CC=C2C=C2C=CC=CC12)C1=CC=CC=C1 9-anthraceneformaldehyde-1,1-diphenylhydrazone